OCC(CNC(O[C@H]1C[C@H](CC1)C1=CC(=NN1)NC(CC1=CC(=CC(=C1)F)F)=O)=O)CC (1R,3S)-3-(3-{[(3,5-difluorophenyl)acetyl]-amino}-1H-pyrazol-5-yl)-cyclopentyl [(2ξ)-2-(hydroxymethyl)butyl]-carbamate